The molecule is an organophosphate oxoanion obtained by deprotonation of the phosphate OH groups of 2'-3'-cGAMP; major species at pH 7.3. It derives from a Gp[2'-5']Ap[3'](3-). It is a conjugate base of a 2'-3'-cGAMP. C1[C@@H]2[C@H]([C@H]([C@@H](O2)N3C=NC4=C3N=C(NC4=O)N)OP(=O)(OC[C@@H]5[C@H]([C@H]([C@@H](O5)N6C=NC7=C(N=CN=C76)N)O)OP(=O)(O1)[O-])[O-])O